ClC1=CC=C(C=C1)N(C(=O)C1=NC(=CN=C1)C1=CC(=C(C=C1)C(F)(F)F)C)C N-(4-chlorophenyl)-N-methyl-6-(3-methyl-4-(trifluoromethyl)phenyl)pyrazine-2-carboxamide